ClC1=CC(=C2C(=N1)N(C=N2)C2CCC2)C C5-chloro-3-cyclobutyl-7-methyl-3H-imidazo[4,5-b]pyridine